FC1=C(CNC(=O)C=2C(C(=C3N(N4[C@@H](CC[C@@H](N(C3=O)C4)C)C(F)F)C2)O)=O)C=CC(=C1)F (1S,2S,5S)-N-(2,4-difluorobenzyl)-2-(difluoromethyl)-8-hydroxy-5-methyl-7,9-dioxo-2,3,4,5,7,9-hexahydro-1,6-methanopyrido[1,2-b][1,2,5]triazonine-10-carboxamide